(E)-2-[2-(5,6-dimethylpyrazin-2-ylmethyloximinomethyl) phenyl]-3-methoxyacrylate CC=1N=CC(=NC1C)CC(C1=C(C=CC=C1)/C(/C(=O)[O-])=C\OC)=NO